C1=C2C(=NN=C1)N=CC=1N2CC=CC1 pyrido[1',2':4,5]pyrazino[2,3-c]pyridazine